COC1=CC=C(CC=2N(C3=C(C(N(C=4C=CC=CC34)C=3C(=NC=CC3)C)=O)N2)C)C=C1 2-(4-methoxybenzyl)-1-methyl-5-(2-methylpyridin-3-yl)-1,5-dihydro-4H-imidazo[4,5-c]quinolin-4-one